Butyl (2-((5-bromo-3-((1-methylethyl)sulfonamido)pyridin-2-yl)oxy)ethyl)(isopropyl)carbamate BrC=1C=C(C(=NC1)OCCN(C(OCCCC)=O)C(C)C)NS(=O)(=O)C(C)C